C(C)(C)(C)OC(=O)N1C(CC(C1)F)(C(=O)O)C.FC(C1=CC=C(CCC)C=C1)(F)F (4-(trifluoromethyl)benzyl)ethane tert-butyl-2-methyl-4-fluoropyrrolidine-1,2-dicarboxylate